ClC=1C=C(C=CC1OCC1CC1)N(C(C#C)=O)C(C(=O)N1CCOCC1)C(C)(C)C N-(3-chloro-4-(cyclopropylmethoxy)phenyl)-N-(3,3-dimethyl-1-morpholino-1-oxobutan-2-yl)propiolamide